(S)-N-(3-(7-bromobenzo[d]oxazol-2-yl)-1-((1-cyanocyclopropyl)amino)-1-oxopropan-2-yl)-3-chlorobenzamide BrC1=CC=CC=2N=C(OC21)C[C@@H](C(=O)NC2(CC2)C#N)NC(C2=CC(=CC=C2)Cl)=O